BrC=1C(=C(C(=C(C1C)C)Br)C)C 3,6-dibromo-tetramethylbenzene